ClC1=C(C=C2C=C(C=NC2=C1)C(=O)N[C@H]1CC[C@@H](N(C1)C(=O)OC(C)(C)C)C=1OC(=NN1)OCCOC(F)(F)F)F tert-butyl (2R,5S)-5-(7-chloro-6-fluoroquinoline-3-amido)-2-{5-[2-(trifluoromethoxy)ethoxy]-1,3,4-oxadiazol-2-yl}piperidine-1-carboxylate